C(N)(=N)C=1C=C(C=CC1)CC(C=1SC2=C(N1)C=CC(=C2)OC)NS(=O)(=O)C=2C=C(C(=O)NCCN(C)C)C=CC2 3-[[2-(3-carbamimidoylphenyl)-1-(6-methoxy-1,3-benzothiazol-2-yl)ethyl]sulfamoyl]-N-[2-(dimethylamino)ethyl]benzamide